tert-butyl N-[1-(3,5-dimethyl-2-oxo-1H-benzimidazol-4-yl)-4-piperidyl]-N-methyl-carbamate CN1C(NC2=C1C(=C(C=C2)C)N2CCC(CC2)N(C(OC(C)(C)C)=O)C)=O